N-[(6-Amino-2-pyridyl)sulfonyl]-2-(3,3-dimethyl-1-piperidyl)-6-(3-fluoro-5-isobutoxyphenyl)pyridin-3-carboxamid NC1=CC=CC(=N1)S(=O)(=O)NC(=O)C=1C(=NC(=CC1)C1=CC(=CC(=C1)OCC(C)C)F)N1CC(CCC1)(C)C